ClC=1N=C2C(=NC1)NC=C2C2=NC(=C(C(=N2)N[C@@H]2[C@H](C1CCC2CC1)C(=O)O)F)C=1NC=CC1 (2S,3S)-3-((2-(2-chloro-5H-pyrrolo[2,3-b]pyrazin-7-yl)-5-fluoro-6-(1H-pyrrol-2-yl)pyrimidin-4-yl)amino)bicyclo[2.2.2]octane-2-carboxylic acid